OC1(C(N(C2=CN=CC=C21)C=2C=C(CN1C(C3=CC=CC=C3C=N1)=O)C=CC2)=O)C (3-(3-hydroxy-3-methyl-2-oxo-2,3-dihydro-1H-pyrrolo[2,3-c]pyridin-1-yl)benzyl)phthalazin-1(2H)-one